BrC=1C=C2C(=C(N(C2=CC1)CC)C=1C=C(C=NC1[C@H](C)OC)B(O)O)CC(CO)(C)C (S)-(5-(5-bromo-1-ethyl-3-(3-hydroxy-2,2-dimethylpropyl)-1H-indol-2-yl)-6-(1-methoxyethyl)pyridin-3-yl)boronic acid